N1(CCOCC1)C1=CC=C(C=C1)NC(=O)C1=NC=CC2=C1NC1=CC=CC=C21 N-(4-Morpholinylphenyl)-9H-pyrido[3,4-b]indole-1-carboxamide